N1N=C(C=C1)C1=CC=C(C=C1)C1=CN=C2C(=N1)N(CCN2)CCOC 7-(4-(1H-pyrazol-3-yl)phenyl)-1-(2-methoxyethyl)-3,4-dihydropyrazino[2,3-b]pyrazin